ClC1=NC=2N(C=C1)N=NC2[N+](=O)[O-] 5-chloro-3-nitro-[1,2,3]triazolo[1,5-a]pyrimidine